CC(=C)C1=C(C=CC=C1)CCCC alpha-methyl-o-butylstyrene